6-(4-fluoro-3-methyl-phenyl)-1-[(3-methyl-2-pyridinyl)methyl]-3H-imidazo[4,5-b]pyridin-2-one FC1=C(C=C(C=C1)C=1C=C2C(=NC1)NC(N2CC2=NC=CC=C2C)=O)C